ClC1=C2C=CC=NC2=C(C(=C1)C(NC(C)=O)C=1C=NC=CC1)O N-((5-chloro-8-hydroxyquinolin-7-yl)(pyridin-3-yl)methyl)acetamide